5-ethynyl-4-(8-fluoro-4-(1,6-diazaspiro[3.4]octan-6-yl)-2-((tetrahydro-1H-pyrrolizin-7a(5H)-yl)methoxy)pyrido[4,3-d]pyrimidin-7-yl)naphthalen-2-ol C(#C)C1=C2C(=CC(=CC2=CC=C1)O)C1=C(C=2N=C(N=C(C2C=N1)N1CC2(CCN2)CC1)OCC12CCCN2CCC1)F